1-bromo-4-(3-iodopropyl)benzene BrC1=CC=C(C=C1)CCCI